bis[2,2'-methylene-bis-(4,6-di-tert-butylphenoxy)phosphoric acid] aluminum hydroxide [OH-].[Al+3].C=CC(C)(C)C1=CC(=CC=C1OOP(OOC1=CC=C(C=C1C(C)(C)C)C(C)(C)C)(O)=O)C(C)(C)C.C=CC(C)(C)C1=CC(=CC=C1OOP(OOC1=CC=C(C=C1C(C)(C)C)C(C)(C)C)(O)=O)C(C)(C)C.[OH-].[OH-]